5-methyl-4-oxo-7-(3-{[2-(pyridin-2-yl)ethyl]carbamoyl}azetidin-1-yl)-1-(1,2,4-thiadiazol-5-yl)-1,4-dihydro-1,8-naphthyridine-3-carboxylic acid CC1=C2C(C(=CN(C2=NC(=C1)N1CC(C1)C(NCCC1=NC=CC=C1)=O)C1=NC=NS1)C(=O)O)=O